S=C[C@H](O)[C@@H](O)[C@H](O)CO 1-thio-xylose